FC(C(=O)O)(F)F.CN1N=CC(=C1)C=1N=C(C=2N(C1)N=CC2)CC2=NC(=NO2)C(=O)N (1-(6-(1-methyl-1H-pyrazol-4-yl)pyrazolo[1,5-a]pyrazin-4-yl)methyl)-1,2,4-oxadiazole-3-carboxamide trifluoroacetate